NC=1SC2=C(C1C(=O)O)CCC(C2=O)(COCC(F)(F)F)CC2CC2 2-amino-6-(cyclopropylmethyl)-7-oxo-6-[(2,2,2-trifluoroethoxy)methyl]-4,5,6,7-tetrahydro-1-benzothiophene-3-carboxylic acid